ClC1=C(C=NN1[C@H]1[C@@H](CN(CC1)C1COC1)F)NC1=NC2=CC(=CC=C2C=N1)N1C(OC[C@@H]1C)=O (4S)-3-[2-({5-chloro-1-[(3R,4R)-3-fluoro-1-(oxetan-3-yl)piperidin-4-yl]-1H-pyrazol-4-yl}amino)quinazolin-7-yl]-4-methyl-1,3-oxazolidin-2-one